C=CC(=O)OC1=CC=C(C=C1)C(C2=CC=C(C=C2)OC(=O)C=C)(C(F)(F)F)C(F)(F)F hexafluorobisphenol A diacrylate